OC1(CC1)C(=O)N1CC2=C(C=C(C=C2CC1)C=1C=C2C(=NC1)NC=C2C)[C@H]2NCCC2 (S)-(1-hydroxycyclopropyl)(6-(3-methyl-1H-pyrrolo[2,3-b]pyridin-5-yl)-8-(pyrrolidine-2-yl)-3,4-dihydroisoquinolin-2(1H)-yl)methanone